COC1=C(C=C2CCNCC2=C1)NC=1N=NC(=C(N1)NC1=C(C=CC=C1)C1OCCCC1)C(=O)N ((7-methoxy-1,2,3,4-tetrahydroisoquinolin-6-yl)amino)-5-((2-(tetrahydro-2H-pyran-2-yl)phenyl)amino)-1,2,4-triazine-6-carboxamide